C(C)(=O)CC(C(=O)O)(O)C(C)=O diacetyllactic acid